methyl 1-(cyclopropylmethyl)-1H-1,2,3-triazole-5-carboxylate C1(CC1)CN1N=NC=C1C(=O)OC